(4-((1-(5-amino-3-(difluoromethyl)-2-fluorophenyl)ethyl)amino)-6-(ethylamino)-2-methylquinazoline-7-yl)(morpholino)methanone NC=1C=C(C(=C(C1)C(C)NC1=NC(=NC2=CC(=C(C=C12)NCC)C(=O)N1CCOCC1)C)F)C(F)F